4-[3-[2,6-Dichloro-4-[3-fluoro-3-(methoxymethyl)azetidin-1-yl]benzoyl]-2,4-dihydro-1,3-benzoxazin-8-yl]-5-fluoro-2-(3-oxa-8-azabicyclo[3.2.1]octan-8-yl)benzoic acid ClC1=C(C(=O)N2COC3=C(C2)C=CC=C3C3=CC(=C(C(=O)O)C=C3F)N3C2COCC3CC2)C(=CC(=C1)N1CC(C1)(COC)F)Cl